O1CCC(CC1)CC 1-(tetrahydro-2H-pyran-4-yl)ethane